2,6-naphthyridine-4-carbonitrile C1=NC=C(C2=CN=CC=C12)C#N